IC=1C=C(C=C(C1OC)OC)C1(CC1)C=NC ((E)-1-[l-3-iodo-4,5-dimethoxy-phenyl]cyclopropyl)-N-methyl-methanimine